(S)-5-(2-chloroacetamido)-6-((oxetan-2-ylmethyl)amino)picolinate ClCC(=O)NC=1C=CC(=NC1NC[C@H]1OCC1)C(=O)[O-]